(Z)-l-3-octadecenyl acetate C(C)(=O)OCC\C=C/CCCCCCCCCCCCCC